9-benzyl-8-hydroxy-2-(2-methoxy-ethoxy)-adenine C(C1=CC=CC=C1)N1C2=NC(=NC(=C2N=C1O)N)OCCOC